Ethyl (R*)-4-chloro-5-(4-(difluoromethoxy)-6-(3,3,3-trifluoro-2-methylpropyl)pyridin-3-yl)-1-ethyl-1H-pyrazole-3-carboxylate ClC=1C(=NN(C1C=1C=NC(=CC1OC(F)F)C[C@H](C(F)(F)F)C)CC)C(=O)OCC |o1:17|